ClC=1C=C(C=C(C1OC1=NNC(C=C1C1CC(C1)(F)F)=O)Cl)N1N=C(C(NC1=O)=O)C#N 2-(3,5-dichloro-4-((4-(3,3-difluorocyclobutyl)-6-oxo-1,6-dihydropyridazin-3-yl)oxy)phenyl)-3,5-dioxo-2,3,4,5-tetrahydro-1,2,4-triazine-6-carbonitrile